O=C1N(CCC(N1)=O)C1=C2C=CN(C2=CC=C1)C1CCN(CC1)C(=O)OC(C)(C)C tert-Butyl 4-(4-(2,4-dioxotetrahydropyrimidin-1(2H)-yl)-1H-indol-1-yl)piperidine-1-carboxylate